N1(N=CC=C1)C1=CC=C(CN2C(N3C(C(=C2)C(=O)N[C@@H]2[C@H](CCCC2)O)=NC(=C3)C)=O)C=C1 6-(4-(1H-pyrazol-1-yl)benzyl)-N-((1S,2S)-2-hydroxycyclohexyl)-2-methyl-5-oxo-5,6-dihydroimidazo[1,2-c]pyrimidine-8-carboxamide